α-(1-naphthylsulfonyloxyimino)benzyl cyanide C1(=CC=CC2=CC=CC=C12)S(=O)(=O)ON=C(C1=CC=CC=C1)C#N